C(C)(C)(C)NC(CN(C)C=1C2=C(N=C(N1)C1=NC=CC(=C1)OCCN1C[C@H](CC1)OC)CCC2)=O N-tert-butyl-2-{[2-(4-{2-[(3S)-3-methoxypyrrolidin-1-yl]ethoxy}pyridin-2-yl)-5H,6H,7H-cyclopenta[d]pyrimidin-4-yl](methyl)amino}acetamide